tert-butyl 4-(4-((5-((3-(1H-pyrazol-4-yl) propyl) carbamoyl)-2-(((1-methyl-1H-pyrazol-3-yl)methyl)sulfonyl) phenyl)ethynyl) phenyl)piperidine-1-carboxylate N1N=CC(=C1)CCCNC(=O)C=1C=CC(=C(C1)C#CC1=CC=C(C=C1)C1CCN(CC1)C(=O)OC(C)(C)C)S(=O)(=O)CC1=NN(C=C1)C